tert-butyl(7-((3aS,4s,6s,6aS)-6-((bis(4-methoxyphenyl)(phenyl)methoxy)methyl)-6-(hydroxymethyl)-2,2-dimethyltetrahydrofuro[3,4-d][1,3]dioxol-4-yl)thieno[3,2-d]pyrimidin-4-yl)carbamate C(C)(C)(C)OC(NC=1C2=C(N=CN1)C(=CS2)[C@@H]2O[C@@]([C@H]1OC(O[C@H]12)(C)C)(CO)COC(C1=CC=CC=C1)(C1=CC=C(C=C1)OC)C1=CC=C(C=C1)OC)=O